C=C(C)C=1N=C(C2=C(N1)SC=N2)NC=2N=CN(C2)C2=CC(=C(C(=C2)OC)OC)OC 5-(prop-1-en-2-yl)-N-(1-(3,4,5-trimethoxyphenyl)-1H-imidazol-4-yl)thiazolo[5,4-d]pyrimidin-7-amine